ClC=1C=C(C=C(C1)OC)C1=CC(=NN1CC1=C(C=CC=C1)OCC)COC(C(=O)O)(C)C 2-([5-(3-Chloro-5-methoxyphenyl)-1-[(2-ethoxyphenyl)methyl]-1H-pyrazol-3-yl]-methoxy)-2-methylpropanoic acid